estrene phosphate P(=O)(O)(O)O.C[C@@]12C=CC[C@H]1[C@@H]1CCC3CCCC[C@@H]3[C@H]1CC2